C(C1=CC=CC=C1)N1[C@@H](C[C@H](C[C@H]1C)O)CC#N 2-((2R,4S,6R)-1-benzyl-4-hydroxy-6-methylpiperidin-2-yl)acetonitrile